4,4-difluoro-2-methoxy-2-methylcyclohexane-1-one FC1(CC(C(CC1)=O)(C)OC)F